2-methyl-4,6-bis(octylmercaptomethyl)phenol CC1=C(C(=CC(=C1)CSCCCCCCCC)CSCCCCCCCC)O